CC1C(C(CCC1)(C)C)O 2,6,6-trimethylcyclohexan-1-ol